C1(=CC=CC=C1)S(=O)(=O)N1C2=NC=C3N(C(N(C3=C2C=C1)C1CCC(CC1)(CCCO[Si](C)(C)C(C)(C)C)NC(OCC1=CC=CC=C1)=O)=O)C benzyl N-[4-[10-(benzenesulfonyl)-5-methyl-4-oxo-3,5,8,10-tetrazatricyclo[7.3.0.02,6]dodeca-1,6,8,11-tetraen-3-yl]-1-[3-[tert-butyl(dimethyl)silyl]oxypropyl]cyclohexyl]carbamate